CC1=C2NC(C(=NC2=CC(=C1)C)NC(=O)N)=O (5,7-dimethyl-3-oxo-4H-quinoxalin-2-yl)urea